BrC=1C2=C(C(N(C1)C1=CC=C(C=C1)OC(F)(F)F)=O)N(C=N2)CC 7-bromo-3-ethyl-5-(4-(trifluoromethoxy)phenyl)-3H-imidazo[4,5-c]Pyridin-4(5H)-one